C(N)(=N)C=1C=C(SC1)CNC(=O)[C@H]1N(CC2(OCCO2)C1)C(CNC(CCCOC1=CC=CC=C1)=O)=O (S)-N-((4-carbamimidoylthiophen-2-yl)methyl)-7-((4-phenoxy-butanoyl)glycyl)-1,4-dioxa-7-azaspiro[4.4]nonane-8-carboxamide